(R)-(3-(2-amino-1-(4-(pyrimidin-5-yl)phenyl)ethyl)-1,2,3-oxadiazol-3-ium-5-yl)((3-(trifluoromethyl)phenyl)carbamoyl)amide NC[C@@H](C1=CC=C(C=C1)C=1C=NC=NC1)[N+]1=NOC(=C1)[N-]C(NC1=CC(=CC=C1)C(F)(F)F)=O